[O-]S(=O)(=O)C(F)(F)F.C(CCCC)[NH+]1CC(CCC1)C 1-Pentyl-3-Methylpiperidinium triflat